tert-Butyl (R)-3-(4-(4-(benzyloxy)but-2-ynoyl)phenoxy)-2-((tertbutyldimethylsilyl)oxy)propanoate C(C1=CC=CC=C1)OCC#CC(=O)C1=CC=C(OC[C@H](C(=O)OC(C)(C)C)O[Si](C)(C)C(C)(C)C)C=C1